(4-(3-ethyl-2-(2-methylpyridin-4-yl)-1H-indol-5-yl)piperidin-1-yl)(pyridin-4-yl)methanone C(C)C1=C(NC2=CC=C(C=C12)C1CCN(CC1)C(=O)C1=CC=NC=C1)C1=CC(=NC=C1)C